OCC1(CN(C1)C(=O)C1=CC=C(C2=C1OCCO2)NC=2N=C(C1=C(N2)NC=C1C#N)N[C@@H](C)CC)CO (S)-2-((8-(3,3-bis(hydroxy-methyl)azetidine-1-carbonyl)-2,3-dihydrobenzo[b][1,4]dioxin-5-yl)amino)-4-(sec-butylamino)-7H-pyrrolo[2,3-d]pyrimidine-5-carbonitrile